2-((4-(4,7-diazaspiro[2.5]octan-7-yl)phenyl)amino)-5-ethynyl-8-phenylpyrido[2,3-d]pyrimidin-7(8H)-one C1CC12NCCN(C2)C2=CC=C(C=C2)NC=2N=CC1=C(N2)N(C(C=C1C#C)=O)C1=CC=CC=C1